7-(6-(bis(4-methoxybenzyl)amino)-4-methyl-3-(trifluoromethyl)pyridin-2-yl)-6-chloro-8-fluoro-2-(((2S,7aS)-2-fluorotetrahydro-1H-pyrrolizin-7a(5H)-yl)methoxy)quinazolin-4-ol COC1=CC=C(CN(C2=CC(=C(C(=N2)C2=C(C=C3C(=NC(=NC3=C2F)OC[C@]23CCCN3C[C@H](C2)F)O)Cl)C(F)(F)F)C)CC2=CC=C(C=C2)OC)C=C1